C(OCC)(OC(F)(F)F)=O ethyl (trifluoromethyl) carbonate